4-ALLYLOXYPHENYL-BORONIC ACID C(C=C)OC1=CC=C(C=C1)B(O)O